[S-2].[Zn+2].[Fe+2].[S-2] iron-zinc sulfide